C(C)(C)(C)OOOC(=O)CCCCCCC(=O)OOOC(C)(C)C 1,6-bis(t-butylperoxycarboxy)hexane